1-(cyclopropylmethyl)-6-(oxetan-3-yl)-1H-indole-2-carbaldehyde C1(CC1)CN1C(=CC2=CC=C(C=C12)C1COC1)C=O